N1CNC=2N=CNC2C1 2,3,6,7-tetrahydro-1H-purine